2-(4-(2-chloro-5-(trifluoromethyl)pyrimidin-2-yl)-1H-pyrazol-1-yl)ethan-1-ol ClC1(NC=C(C=N1)C(F)(F)F)C=1C=NN(C1)CCO